FC1=CC(=CC=2NC(=NC21)N2C[C@H](C(CC2)(F)F)NC(OC(C)(C)C)=O)F (R)-tert-butyl (1-(4,6-difluoro-1H-benzimidazol-2-yl)-4,4-difluoropiperidin-3-yl)carbamate